3-oxaspiro-[5.5]-undecane-2,4-dione C1C(OC(CC12CCCCC2)=O)=O